4-((4-((cyclopropylmethyl)(3-methoxyphenyl)amino)cyclohexyl)(methyl)amino)-1-methyl-2-oxo-1,2-dihydro-1,5-naphthyridine-3-carbonitrile C1(CC1)CN(C1CCC(CC1)N(C1=C(C(N(C2=CC=CN=C12)C)=O)C#N)C)C1=CC(=CC=C1)OC